C(C=C)(=O)NC=1C=C(C[C@H](N)C(=O)O)C=CC1 3-(acrylamido)-phenylalanine